[2H][C@@]12N=C3N(C=4C(C(N3C)=O)=C(N(N4)CC4=CC=C(C=C4)C4=NC(=CC=C4)F)NC4=CC=CC=C4)[C@@]1(CCC2)[2H] (6aS,9aR)-6a,9a-dideuterio-2-(4-(6-fluoropyridin-2-yl)benzyl)-5-methyl-3-(phenylamino)-5,6a,7,8,9,9a-hexahydrocyclopenta[4,5]imidazo[1,2-a]pyrazolo[4,3-e]pyrimidin-4(2H)-one